7-(8-Ethynylnaphthalen-1-yl)-8-fluoro-2-(((2R,7aS)-2-fluorotetrahydro-1H-pyrrolizin-7a(5H)-yl)methoxy)-4-(piperazin-1-yl)pyrido[4,3-d]pyrimidine C(#C)C=1C=CC=C2C=CC=C(C12)C1=C(C=2N=C(N=C(C2C=N1)N1CCNCC1)OC[C@]12CCCN2C[C@@H](C1)F)F